3-(3,5-dimethyl-1-(3-methyl-[1,2,4]triazolo[4,3-b]pyridazin-6-yl)-1H-pyrazol-4-yl)-1-(4-ethylpiperazin-1-yl)propan-1-one CC1=NN(C(=C1CCC(=O)N1CCN(CC1)CC)C)C=1C=CC=2N(N1)C(=NN2)C